N-(1,3-benzodioxol-5-yl)-3-[4-cyano-5-methyl-3-(trifluoromethyl)pyrazol-1-yl]-N-methyl-benzamide O1COC2=C1C=CC(=C2)N(C(C2=CC(=CC=C2)N2N=C(C(=C2C)C#N)C(F)(F)F)=O)C